C(C)(C)(C)OC(=O)N1C2CN(CC1CC2)C2=C(C(=NC=C2)N)[N+](=O)[O-] 3-(2-amino-3-nitropyridin-4-yl)-3,8-diazabicyclo[3.2.1]octane-8-carboxylic acid tert-butyl ester